butyl-peroxyhexyn C(CCC)OOC#CCCCC